(Z)-1-(((1r,4r)-4-aminocyclohexyl)methyl)-3-((3,5-dimethyl-1H-pyrrol-2-yl)methylene)-5-fluoro-N-(2-methylbut-3-yn-2-yl)-2-oxoindoline-6-carboxamide trifluoroacetate salt FC(C(=O)O)(F)F.NC1CCC(CC1)CN1C(\C(\C2=CC(=C(C=C12)C(=O)NC(C)(C#C)C)F)=C/C=1NC(=CC1C)C)=O